NCC=1C=C(C=CC1)N1N=C(C=C1C(=O)NC=1C=C(C=CC1)C(C=1C=NC=CC1)N(C(OC(C)(C)C)=O)CC1CC1)C(F)(F)F tert-butyl ((3-(1-(3-(aminomethyl)phenyl)-3-(trifluoromethyl)-1H-pyrazole-5-carboxamido)phenyl)(pyridin-3-yl)methyl)(cyclopropylmethyl)carbamate